[Ti].[Sn]=O tin oxide titanium